ON1C(CCC1=O)=O N-Hydroxysuccinimid